O[C@@]1(C(N(CC1)C)=O)C1=CC(=NO1)C=1C=C(C=CC1)C1=NC=C(C(=N1)C(=O)N)N[C@H]1COCC1 2-(3-(5-((R)-3-Hydroxy-1-methyl-2-oxopyrrolidin-3-yl)isoxazol-3-yl)phenyl)-5-(((R)-tetrahydrofuran-3-yl)amino)pyrimidine-4-carboxamide